NC=1N=C2C=C(C=NC2=C(C1)C)C(=O)N(C(C)C1=NC=CC=N1)CC1=NC=C(C=C1)Br 6-amino-N-[(5-bromo-2-pyridyl)methyl]-8-methyl-N-(1-pyrimidin-2-ylethyl)-1,5-naphthyridine-3-carboxamide